N[C@@H]1CN(CCC1)C(=O)C1=CC(=NC=C1)C1=C(C=C(C#N)C=C1)OC=1N(N=C(C1)C1CC1)C 4-[4-[(3S)-3-aminopiperidine-1-carbonyl]pyridin-2-yl]-3-(5-cyclopropyl-2-methylpyrazol-3-yl)oxybenzonitrile